5-bromo-2-chloro-N-(2,2-dimethoxyethyl)pyrimidin-4-amine BrC=1C(=NC(=NC1)Cl)NCC(OC)OC